CN1CC(CC1)OC([C@@H](C1=CC=CC=C1)O)=O (R)-2-hydroxy-2-phenylacetic acid-1-methylpyrrolidin-3-yl ester